acrylic acetic anhydride C(C)(=O)OC(C=C)=O